[N+](=O)([O-])C=1C=CC=C2C=C(C(=CC12)C(=O)O)C(=O)O 8-nitro-2,3-naphthalenedicarboxylic acid